O=C1N(CC2=CC(=CC=C12)C1=NC=CC(=C1)CN1CCC(CC1)N1C(NC2=C1C=CC=C2)=O)C2C(NC(CC2)=O)=O 3-(1-oxo-5-(4-((4-(2-oxo-2,3-dihydro-1H-benzo[d]imidazol-1-yl)piperidin-1-yl)methyl)pyridin-2-yl)isoindolin-2-yl)piperidine-2,6-dione